C(C)(C)(C)OC(=O)NCCOCCOC1=C(C=CC(=C1)F)C1=C2C(=C(N=N1)C=1C=C3CCN(CC3=CC1)C(=O)OCC1=CC=CC=C1)SC=C2F benzyl 6-[4-[2-[2-[2-(tert-butoxycarbonylamino)ethoxy]ethoxy]-4-fluoro-phenyl]-3-fluoro-thieno[2,3-d]pyridazin-7-yl]-3,4-dihydro-1H-isoquinoline-2-carboxylate